((1R,2R)-2-(trifluoro-methyl)cyclopropyl)methanol FC([C@H]1[C@@H](C1)CO)(F)F